O[C@H]1[C@@H](O[C@@H]([C@H]([C@@H]1O)O)CO)OC=1C=C2C(=CNC2=CC1)CCNC(C)=O N-(2-(5-(((2S,3R,4S,5S,6R)-3,4,5-trihydroxy-6-(hydroxymethyl)tetrahydro-2H-pyran-2-yl)oxy)-1H-indol-3-yl)ethyl)acetamide